OCCC1CCN(CC1)S(=O)(=O)C=1C=CC(=C(C1)C1=NN2C(C(N1)=O)=C(C=C2CCC)C)OCCC (E)-2-(5-((4-(2-Hydroxyethyl)piperidin-1-yl)sulfonyl)-2-propoxyphenyl)-5-methyl-4-oxo-7-propyl-3,4-dihydropyrrolo[2,1-f][1,2,4]triazin